FC=1C=NC(=C(C(=O)NC2COC3=C2C=CC(=C3)F)C1)OC 5-fluoro-N-(6-fluoro-2,3-dihydrobenzofuran-3-yl)-2-methoxynicotinamide